CN1C(N(C(C2=CC=CC=C12)=O)CCC1=NC=NC2=CC=CC=C12)=O 1-methyl-3-(2-(quinazolin-4-yl)ethyl)quinazoline-2,4(1H,3H)-dione